1,1'-((((((5r,7r)-adamantan-2-ylidene)methylene)bis(4,1-phenylene))bis(oxy))bis(hexane-6,1-diyl))bis(1-methylazetidin-1-ium) diiodide [I-].[I-].C12C(C3CC(CC(C1)C3)C2)=C(C2=CC=C(C=C2)OCCCCCC[N+]2(CCC2)C)C2=CC=C(C=C2)OCCCCCC[N+]2(CCC2)C